hexahydropyrrolo[3,4-b]pyrrole-5(1H)-sulfonamide N1C2C(CC1)CN(C2)S(=O)(=O)N